FC1=C(C=C(C=C1)NC(=O)C1=C(C2=C(S1)C=C(C=C2)C(F)(F)F)NC(C2=C(C=CC(=C2)C2CC(CCC2)(C)O)OC)=O)C(F)(F)F N-(4-fluoro-3-(trifluoromethyl)phenyl)-3-(5-(3-hydroxy-3-methylcyclohexyl)-2-methoxybenzamido)-6-(trifluoromethyl)benzo[b]thiophene-2-carboxamide